FC1=CC=CC=2C3CC[C@@]4(C(C[C@H](C4C3CCC12)CCC(=O)NC=1OC(=NN1)C)=O)C 3-((13S,15R)-4-fluoro-13-methyl-17-oxo-7,8,9,11,12,13,14,15,16,17-decahydro-6H-cyclopenta[a]phenanthren-15-yl)-N-(5-methyl-1,3,4-oxadiazol-2-yl)propanamide